C12(CC3CC(CC(C1)C3)C2)NC(=O)NCCCCCOCCOCCOCC 1-adamantan-1-yl-3-{5-[2-(2-ethoxyethoxy)ethoxy]pentyl}urea